3-amino-N-(1-(3-((3-((2-aminoethyl)amino)propyl)amino)propyl)piperidin-4-yl)-2-oxo-1-(4-phenyl-3,4-dihydro-2H-benzo[b][1,4]oxazin-6-yl)-1,2-dihydrothieno[2,3-b]pyrazine-6-carboxamide NC=1C(N(C2=C(N1)SC(=C2)C(=O)NC2CCN(CC2)CCCNCCCNCCN)C2=CC1=C(OCCN1C1=CC=CC=C1)C=C2)=O